C(C1=CC=CC=C1)OC(=O)NC(C(=O)NC1=C(C=CC(=N1)C1(CCC(CC1)(F)F)C(=O)OCC)NC(=O)OC(C)(C)C)C(C1CC1)C1CC1 Ethyl 1-[6-{[2-(benzyloxycarbonylamino)-3,3-dicyclopropylpropanoyl]amino}-5-(tert-butoxycarbonylamino)pyridin-2-yl]-4,4-difluorocyclohexanecarboxylate